(S)-5-(((4-(3-chloro-4-(2-chloro-3-((2-fluoro-3-((3-(methoxymethyl)azetidin-1-yl)methyl)phenyl)amino)phenyl)pyridin-2-yl)-2-methoxybenzyl)amino)methyl)pyrrolidin-2-one ClC=1C(=NC=CC1C1=C(C(=CC=C1)NC1=C(C(=CC=C1)CN1CC(C1)COC)F)Cl)C1=CC(=C(CNC[C@@H]2CCC(N2)=O)C=C1)OC